(+/-)-trans-4-(4-methoxyphenyl)piperidine-1,3-dicarboxylic acid COC1=CC=C(C=C1)[C@H]1[C@@H](CN(CC1)C(=O)O)C(=O)O |r|